C(C1=CC=CC=C1)OC[C@@H](N=C(C1=CC=CC=C1)C1=CC=CC=C1)[C@H]1[C@H](OC(O1)(C)C)C(=O)OC methyl (4S,5S)-5-((R)-2-(benzyloxy)-1-((diphenyl-methylene)amino)ethyl)-2,2-dimethyl-1,3-dioxolane-4-carboxylate